NC1=CC(=C(C(=O)N2C[C@H](CC2)N2N=CC(=C2)C=2C=C(C=3N(C2)N=CC3C#N)OC)C=C1)C (S)-6-(1-(1-(4-amino-2-methylbenzoyl)pyrrolidin-3-yl)-1H-pyrazol-4-yl)-4-methoxypyrazolo[1,5-a]pyridine-3-carbonitrile